F[C@@H]1CN(C[C@H]1OC1=NC(=CC2=C1C=CN2C)NC=2SC(=CN2)C)C(C=C)=O 1-((3R,4R)-3-fluoro-4-((1-methyl-6-((5-methylthiazol-2-yl)amino)-1H-pyrrolo[3,2-c]pyridin-4-yl)oxy)pyrrolidin-1-yl)prop-2-en-1-one